SCC(CC(=O)OCC(C)OC(CC(CS)C)=O)C propylene glycol bis(4-mercaptoisovalerate)